(R)-N2-(3-chloro-2-fluorobenzyl)-N4-(3,3-dimethylbutan-2-yl)-8-(1,2,3,6-tetrahydropyridin-4-yl)quinazoline-2,4-diamine ClC=1C(=C(CNC2=NC3=C(C=CC=C3C(=N2)N[C@H](C)C(C)(C)C)C=2CCNCC2)C=CC1)F